C1(CC1)OC=1C=C(C=C(C1)F)C1=CC(=C(C=C1)F)NS(=O)(=O)C1=CC(=CC=C1)C(F)(F)F N-(3'-cyclopropoxy-4,5'-difluoro-[1,1'-biphenyl]-3-yl)-3-(trifluoromethyl)benzenesulfonamide